FC=1C=C(C=CC1C(F)(F)F)CNC(=O)N1[C@H](CCC1)C(=O)NC1=CC=C(C=C1)C1=CC=C(C=C1)C(=O)O 4'-{[1-({[3-fluoro-4-(trifluoromethyl)phenyl]methyl}carbamoyl)-D-prolyl]amino}[1,1'-biphenyl]-4-carboxylic acid